1-benzyl 4-(tert-butyl) 2-(((3,4-dimethylbenzyl)(2-methoxy-2-oxoethyl)amino)methyl)piperazine-1,4-dicarboxylate CC=1C=C(CN(CC(=O)OC)CC2N(CCN(C2)C(=O)OC(C)(C)C)C(=O)OCC2=CC=CC=C2)C=CC1C